Cl.Cl.N1=C(NCC2=CC=CC=C12)SCC=1N2C(SC1)=N[C@H]1[C@H]2CCCC1 trans-3-(((3,4-dihydroquinazolin-2-yl)thio)methyl)-4a,5,6,7,8,8a-hexahydrobenzo[4,5]imidazo[2,1-b]thiazole dihydrochloride